ClC=1C=C(C(=NC1)OC1=CC=C(/C(=N/O)/N)C=C1)F (Z)-4-((5-chloro-3-fluoropyridin-2-yl)oxy)-N'-hydroxybenzoamidine